FC=1C(=C(C=CC1)B(O)O)O 3-fluoro-2-hydroxy-phenylboronic acid